2-chloro-N-(2-sulfamoylpyridin-4-yl)-5-(trifluoromethyl)nicotinamide ClC1=C(C(=O)NC2=CC(=NC=C2)S(N)(=O)=O)C=C(C=N1)C(F)(F)F